C(C)(C)(C)OC(O)=O.C12C3=C(C(CC1)C2)C(NC3=O)=O norbornene-2,3-dicarboximide tert-butyl-carbonate